6-bromoquinoline-2-carboxylic acid BrC=1C=C2C=CC(=NC2=CC1)C(=O)O